CC1=NOC(=C1C1=CC2=C(N(C(=N2)[C@H]2N(C(OCC2)=O)C2=CC(=C(C=C2)OC)F)C2CCC(CC2)OC([2H])([2H])[2H])C=C1)C (S)-4-(5-(3,5-dimethylisoxazol-4-yl)-1-((1trans)-4-trideuteromethoxycyclohexyl)-1H-benzo[d]imidazol-2-yl)-3-(3-fluoro-4-methoxyphenyl)-1,3-oxazinane-2-one